OC(CN)C 2-Hydroxypropylamin